(S)-2-(7-(methylthio)-4-oxobenzo[d][1,2,3]triazin-3(4H)-yl)-N-(1-(4-(trifluoromethoxy)phenyl)ethyl)acetamide CSC=1C=CC2=C(N=NN(C2=O)CC(=O)N[C@@H](C)C2=CC=C(C=C2)OC(F)(F)F)C1